5-(5-cyano-(4-phenylthiazol-2-ylcarbamoyl)pyridin-2-yl)piperidine-4-carboxylic acid methyl ester COC(=O)C1CCNCC1C1=NC=C(C=C1C(NC=1SC=C(N1)C1=CC=CC=C1)=O)C#N